4-cyclopropyl-N-((S)-(4,4-difluorocyclohexyl)(2-(((5R)-2-oxo-5-(trifluoromethyl)piperidin-3-yl)methyl)imidazo[1,2-b][1,2,4]triazin-6-yl)methyl)-1,2,5-oxadiazole-3-carboxamide C1(CC1)C=1C(=NON1)C(=O)N[C@H](C=1N=C2N(N=C(C=N2)CC2C(NC[C@@H](C2)C(F)(F)F)=O)C1)C1CCC(CC1)(F)F